C(#N)C=1N=CC(=NC1)NC1=CC(=CN=N1)OCC1CN(CCO1)C(=O)OC(C)(C)C tert-butyl 2-((6-(5-cyanopyrazin-2-ylamino)pyridazin-4-yloxy)methyl)morpholine-4-carboxylate